(S)-6,6-dimethyl-N'-((2'-methyl-6-(trifluoromethyl)-[3,4'-bipyridin]-2-yl)carbamoyl)-6,7-dihydro-5H-pyrazolo[5,1-b][1,3]oxazine-3-sulfonimidamide CC1(CN2C(OC1)=C(C=N2)[S@](=O)(N)=NC(NC2=NC(=CC=C2C2=CC(=NC=C2)C)C(F)(F)F)=O)C